(Z)-2-(3,3-Dimethylcyclohexylidene)-ethanol CC1(C\C(\CCC1)=C/CO)C